(1RS,2SR)-5'-bromo-2-isopropyl-1',2'-dihydrospiro[cyclopropane-1,3'-pyrrolo[2,3-b]pyridine] BrC=1C=C2C(=NC1)NC[C@]21[C@@H](C1)C(C)C |r|